2-ethynyl-2-(((4-methylbenzoyl) oxy) methyl)-5-oxotetrahydrofuran-3-yl (2R,3S)-4-methylbenzoate CC1=CC=C(C(=O)OC2C(OC(C2)=O)(COC(C2=CC=C(C=C2)C)=O)C#C)C=C1